OC(COC1=CC=C(C=C1)C(=C)C1=C2C=C(N=CC2=C(N=C1)NC)NC(=O)C1CC1)(C)C N-(5-(1-(4-(2-hydroxy-2-methylpropyloxy)phenyl)vinyl)-8-(methylamino)-2,7-naphthyridin-3-yl)cyclopropanecarboxamide